germanyl-silicon [GeH3][Si]